C1(CC1)C=1C=NC(=NC1)N[C@H](C(=O)O)CCN(CCCCC1=NC=2NCCCC2C=C1)CCOC (S)-2-((5-cyclopropylpyrimidin-2-yl)amino)-4-((2-methoxyethyl)(4-(5,6,7,8-tetrahydro-1,8-naphthyridin-2-yl)butyl)amino)butanoic acid